(S)-5-(azepan-3-yloxy)isobenzofuran-1(3H)-one N1C[C@H](CCCC1)OC=1C=C2COC(C2=CC1)=O